FC(C=1N=C2C3=C(OCCCN2C1)C=C(C=C3)C#N)(F)F 2-(trifluoromethyl)-6,7-dihydro-5H-benzo[b]imidazo[2,1-d][1,5]oxazocine-10-carbonitrile